tert-Butyl 2-acrylamido-3-(5-fluorobenzo[d]thiazol-2-yl)-5-methyl-4,7-dihydrothieno[2,3-c]pyridine-6(5H)-carboxylate C(C=C)(=O)NC1=C(C2=C(CN(C(C2)C)C(=O)OC(C)(C)C)S1)C=1SC2=C(N1)C=C(C=C2)F